4'-hydroxyacetanilide OC1=CC=C(NC(C)=O)C=C1